[1-[2-chloro-6-[6-(6-methylpyridazin-3-yl)oxypyrazolo[1,5-a]pyridin-3-yl]pyridin-3-yl]cyclopropyl] acetate C(C)(=O)OC1(CC1)C=1C(=NC(=CC1)C=1C=NN2C1C=CC(=C2)OC=2N=NC(=CC2)C)Cl